tert-butyl (R)-3-(3-(5-aminoisoxazol-3-yl)-5-chlorophenyl)morpholine-4-carboxylate NC1=CC(=NO1)C=1C=C(C=C(C1)Cl)[C@H]1N(CCOC1)C(=O)OC(C)(C)C